Methyl (S)-4-(3-bromophenyl)-3-hydroxybutanoate BrC=1C=C(C=CC1)C[C@@H](CC(=O)OC)O